methyl 3-(9-((4-(aminomethyl)phenyl)carbamoyl)-4,5-dihydrobenzo[b]thieno[2,3-d]oxepin-8-yl)-6-(isobutylcarbamoyl)picolinate NCC1=CC=C(C=C1)NC(=O)C1=CC2=C(OCCC3=C2SC=C3)C=C1C=1C(=NC(=CC1)C(NCC(C)C)=O)C(=O)OC